2,3-dihydroxypropyl 2-((2-((3,4-dimethoxyphenyl)amino)-2-oxoethyl)thio)-1H-imidazole-4-carboxylate COC=1C=C(C=CC1OC)NC(CSC=1NC=C(N1)C(=O)OCC(CO)O)=O